methyl 2'-(azidomethyl)-4,4'-dimethoxy-[1,1'-biphenyl]-2-carboxylate N(=[N+]=[N-])CC1=C(C=CC(=C1)OC)C=1C(=CC(=CC1)OC)C(=O)OC